CN1CCC=2C(CC1)CC=C(C2)NC(C)=O N-(3-methyl-1,2,3,4,5,6-hexahydrobenzo[d]azepin-8-yl)acetamide